erythrose disulfate S(=O)(=O)(O)OS(=O)(=O)O.O=C[C@H](O)[C@H](O)CO